NC1=C(C(=CC=2N(C(=NC21)C)C)C(F)(F)F)C2=CC=CN1C(=CC(=C21)I)C(=O)C2=CC(=C(C(=C2)F)F)F (8-(4-amino-1,2-dimethyl-6-(trifluoromethyl)-1H-benzo[d]imidazol-5-yl)-1-iodoindolizin-3-yl)(3,4,5-trifluorophenyl)methanone